6-fluoro-2-(2,3,5-trifluoro-4-nitrophenyl)-1,2,3,4-tetrahydroIsoquinoline methyl-4-(2-chloro-3-methoxyphenyl)-3-phenyl-1H-pyrrole-2-carboxylate COC(=O)C=1NC=C(C1C1=CC=CC=C1)C1=C(C(=CC=C1)OC)Cl.FC=1C=C2CCN(CC2=CC1)C1=C(C(=C(C(=C1)F)[N+](=O)[O-])F)F